CN(CCC(F)(F)F)CC1=CC(=NC=C1)C=1C=C2CN(C(C2=CC1)=O)C1C(NC(CC1)=O)=O 3-(5-(4-((methyl(3,3,3-trifluoropropyl)amino)methyl)pyridin-2-yl)-1-oxoisoindolin-2-yl)piperidine-2,6-dione